C/C(=C(\\C#N)/C(=O)NC1=CC=C(C=C1)C(F)(F)F)/O The molecule is an enamide obtained by formal condensation of the carboxy group of (2Z)-2-cyano-3-hydroxybut-2-enoic acid with the anilino group of 4-(trifluoromethyl)aniline. Used for the treatment of relapsing forms of multiple sclerosis and rheumatoid arthritis. It has a role as an EC 1.3.98.1 [dihydroorotate oxidase (fumarate)] inhibitor, a tyrosine kinase inhibitor, a hepatotoxic agent, a drug metabolite and a non-steroidal anti-inflammatory drug. It is a nitrile, an enol, an aromatic amide, an enamide, a member of (trifluoromethyl)benzenes and a secondary carboxamide.